N1=NC=C(C=C1)C=1C=C(C2=C(NN=N2)C1)N1CC(C1)OCCCCNCC=1C=C(C=C(C1)OC(F)(F)F)CC#N 2-(3-(((4-((1-(6-(pyridazin-4-yl)-1H-benzo[d][1,2,3]triazol-4-yl)azetidin-3-yl)oxy)butyl)amino)methyl)-5-(trifluoromethoxy)phenyl)acetonitrile